C[Si](C)(C)SCCC[Si](OCCCC)(OCCCC)C (trimethylsilyl)[3-(methyldibutoxysilyl) propyl] sulfide